2-amino-6-fluoropyrazolo[1,5-a]pyrimidine-3-carboxylic acid NC1=NN2C(N=CC(=C2)F)=C1C(=O)O